5-fluoro-3-(((2-fluoroethyl)(3-nitropyrazolo[1,5-a]pyrimidin-5-yl)amino)methyl)pyridin-2-ol FC=1C=C(C(=NC1)O)CN(C1=NC=2N(C=C1)N=CC2[N+](=O)[O-])CCF